lithium titanium tetraoxide [O-2].[O-2].[O-2].[O-2].[Ti+4].[Li+]